(R)-2-(4-(3H-[1,2,3]triazolo[4,5-b]pyridin-3-yl)-2-fluoro-N-(piperidin-3-yl)benzamido)-N,N-dimethylnicotinamide formate salt C(=O)O.N1=NN(C2=NC=CC=C21)C2=CC(=C(C(=O)N([C@H]1CNCCC1)C1=C(C(=O)N(C)C)C=CC=N1)C=C2)F